5-amino-N-(cyclopropylmethyl)-N-(2-(1-methyl-1H-pyrazol-4-yl)-6,7-dihydro-5H-cyclopenta[b]pyridin-5-yl)benzo[c][2,6]naphthyridin-9-carboxamide NC1=NC2=C(C3=CN=CC=C13)C=C(C=C2)C(=O)N(C2CCC1=NC(=CC=C12)C=1C=NN(C1)C)CC1CC1